(R)-1'-(5-Amino-1-(p-tolyl)-1H-pyrazole-4-carbonyl)-6-chloro-5-fluorospiro[benzo[d][1,3]oxazine-4,3'-piperidin]-2(1H)-one NC1=C(C=NN1C1=CC=C(C=C1)C)C(=O)N1C[C@@]2(CCC1)C1=C(NC(O2)=O)C=CC(=C1F)Cl